Benzaldoxim C(C1=CC=CC=C1)=NO